C1(=CC=CC=C1)C=1N=C(C2=C(N1)SC1=C2CCC1)NS(=O)(=O)C1=CC=CC=C1 N-(2-phenyl-6,7-dihydro-5H-cyclopenta[4,5]thieno[2,3-d]pyrimidin-4-yl)benzenesulfonamide